1,1,1,3,3,3-hexafluoro-propan-2-yl (R)-1-(benzylcarbamoyl)-6-aza-spiro[2.5]octane-6-carboxylate C(C1=CC=CC=C1)NC(=O)[C@@H]1CC12CCN(CC2)C(=O)OC(C(F)(F)F)C(F)(F)F